C[C@@H]1CC[C@H](CN1C(=O)C1=C(C=CC=C1)N1N=CC=N1)C#CC=1C=NC=CC1 3-{[(3S,6R)-6-methyl-1-{[2-(2H-1,2,3-triazol-2-yl)phenyl]carbonyl}piperidin-3-yl]ethynyl}pyridine